(R)-5-ethynyl-2-(5-methyl-3-(piperidin-3-ylamino)-1,2,4-triazin-6-yl)phenol C(#C)C=1C=CC(=C(C1)O)C1=C(N=C(N=N1)N[C@H]1CNCCC1)C